OC1=C(C(=O)N2CC3=CC=CC(=C3C2)N(C(\C=C\CN(C)C)=O)CCOC)C=C(C(=C1)O)C (E)-N-(2-(2,4-Dihydroxy-5-methylbenzoyl)isoindolin-4-yl)-4-(dimethylamino)-N-(2-methoxyethyl)but-2-enamide